C(\C=C\C=C\C)OC1=CC=C(C=C1)[C@@H](CC(=O)O)C#CC (3R)-3-{4-[(2E,4E)-hexa-2,4-dien-1-yloxy]phenyl}hex-4-ynoic acid